3-CYCLOPROPOXY-4-FORMYL-N-METHYLBENZAMIDE C1(CC1)OC=1C=C(C(=O)NC)C=CC1C=O